4-(bis(t-butoxycarbonyl)amino)-3-((t-butoxycarbonyl)(propyl)carbamoyl)-8-(5-fluoropyrimidin-4-yl)isoquinoline C(C)(C)(C)OC(=O)N(C1=C(N=CC2=C(C=CC=C12)C1=NC=NC=C1F)C(N(CCC)C(=O)OC(C)(C)C)=O)C(=O)OC(C)(C)C